2-cyclohexylimino-6-methyl-6,7-dihydro-5H-benzo[1,3]oxathiol-4-one C1(CCCCC1)N=C1OC2=C(S1)C(CC(C2)C)=O